BrC1=CC(=C(O[C@H](C(=O)O)CC)C=C1)C(C(C)C)(F)F (2S)-2-[4-bromo-2-(1,1-difluoro-2-methylpropyl)phenoxy]butanoic acid